N-hexadecyl-2-phenyl-3-tetrahydropyranyloxy-quinolin-4-one C(CCCCCCCCCCCCCCC)N1C(=C(C(C2=CC=CC=C12)=O)OC1OCCCC1)C1=CC=CC=C1